C(C)(C)C1=C(NC2=CC=C(C=C12)C1CCNCC1)C=1C=C(C=2N(C1)N=CN2)CC 2-(6-(3-isopropyl-5-(piperidin-4-yl)-1H-indol-2-yl)-[1,2,4]triazolo[1,5-a]pyridin-8-yl)ethan